C(C1=CC=CC=C1)N1CC(CC1=O)CNC(=O)C1CCC(CC1)C1=NC(=NO1)C1=CC=C(C=C1)OC N-((1-Benzyl-5-oxopyrrolidin-3-yl)methyl)-4-(3-(4-methoxyphenyl)-1,2,4-oxadiazol-5-yl)cyclohexane-1-carboxamide